[Cl-].[K+].OC1=C(C=CC=C1)\C=C\C(=O)C1=CC=C(C=C1)N1CCNCC1 2-hydroxy-4'-piperazinyl-chalcone potassium chloride